4-((4-amino-2-(thiazol-5-yl)-1H-imidazo[4,5-c]Quinolin-1-yl)methyl)benzylcarbamic acid 2-methacrylamidoethyl ester C(C(=C)C)(=O)NCCOC(NCC1=CC=C(C=C1)CN1C(=NC=2C(=NC=3C=CC=CC3C21)N)C2=CN=CS2)=O